OCC(C([O-])=S)(C)C 3-hydroxy-2,2-dimethylpropanethioate